4-(3-Methyl-4-phenyl-pyrazol-1-yl)-1H-pyrrolo[2,3-b]pyridine CC1=NN(C=C1C1=CC=CC=C1)C1=C2C(=NC=C1)NC=C2